N1(CCOCC1)NC(=O)C1=NN(C(=C1CO)C1=CC=C(C=C1)C#CCCCO)C1=C(C=C(C=C1)Cl)Cl 1-(2,4-Dichloro-phenyl)-4-hydroxymethyl-5-[4-(5-hydroxy-pent-1-ynyl)-phenyl]-1H-pyrazole-3-carboxylic acid morpholin-4-ylamide